CN1C(C2=C(C(=C1)C1=C(C=CC(=C1)S(=O)(=O)C)OC[C@H]1NC(CC1)=O)C=CN2)=O 6-methyl-4-[5-(methylsulfonyl)-2-{[(2S)-5-oxopyrrolidin-2-yl]methoxy}phenyl]-1,6-dihydro-7H-pyrrolo[2,3-c]pyridin-7-one